5-[3-(dodecyloxy)-2-hydroxypropoxy]phenol C(CCCCCCCCCCC)OCC(COC=1C=CC=C(C1)O)O